3-((2S,3S)-1-methyl-5-oxo-2-(pyridin-3-yl)pyrrolidine-3-carboxamido)propyl methanesulfonate CS(=O)(=O)OCCCNC(=O)[C@@H]1[C@H](N(C(C1)=O)C)C=1C=NC=CC1